8-(2,2-dimethoxyethyl)-2-[3-(6-methyl-2-pyridyl)-1H-pyrazol-4-yl]-1,5-naphthyridine COC(CC=1C=CN=C2C=CC(=NC12)C=1C(=NNC1)C1=NC(=CC=C1)C)OC